6-(4-methoxyphenyl)-5-((6-methoxypyridazin-3-yl)amino)-2,3-diphenylpyrazolo[1,5-a]pyrimidin-7(4H)-one COC1=CC=C(C=C1)C1=C(NC=2N(C1=O)N=C(C2C2=CC=CC=C2)C2=CC=CC=C2)NC=2N=NC(=CC2)OC